C(C)NC=1C=C(SC1)C1=CC(=NC=N1)NCCN1C(=CC2=C(C=C(C=C12)F)OC)C [6-(4-Ethylamino-thiophen-2-yl)-pyrimidin-4-yl]-[2-(6-fluoro-4-methoxy-2-methyl-indol-1-yl)-ethyl]-amin